7-(prop-2-yn-1-yl)-3,7-dihydro-4H-pyrrolo[2,3-d]pyrimidin-4-one C(C#C)N1C=CC2=C1N=CNC2=O